C(C)(C)(C)C=1OC=C(N1)C(=O)NCC1=C(C=C(C=C1)C1=CC(=NC=C1)NC(=O)C1CC1)C 2-(tert-butyl)-N-(4-(2-(cyclopropanecarboxamido)pyridin-4-yl)-2-methylbenzyl)oxazole-4-carboxamide